Cl.ClC=1C(=NN(C1)C)CN 1-(4-chloro-1-methyl-1H-pyrazol-3-yl)methylamine hydrochloride